CN1N=CC(=C1)C=1C=CC=2N(C1)N=CC2C(=O)OC methyl 6-(1-methyl-1H-pyrazol-4-yl)pyrazolo[1,5-a]pyridine-3-carboxylate